O=C1N(C(C2=CC=CC=C12)=O)CCCC(=O)NC1=C(C2=C(S1)CCC2)C(=O)NCC2OCCC2 2-{[4-(1,3-dioxo-1,3-dihydro-2H-isoindol-2-yl)butanoyl]amino}-N-(tetrahydro-2-furanyl-methyl)-5,6-dihydro-4H-cyclopenta[b]thiophene-3-carboxamide